C(C)C1=C(C=CC(=C1)N1CCN(CC1)C)NC1=NC=C(C(=N1)NCCCNC(=O)C1CN(C1)C)C(F)(F)F N-(3-((2-((2-ethyl-4-(4-methylpiperazin-1-yl)phenyl)amino)-5-(trifluoromethyl)pyrimidin-4-yl)amino)propyl)-1-methylazetidine-3-carboxamide